4,4-dimethyl-8-(morpholin-4-yl)-2H,3H-pyrano[2,3-c]pyridine-5-carbaldehyde CC1(CCOC=2C(=NC=C(C21)C=O)N2CCOCC2)C